C1(CC1)C=1OC=C(N1)C1=CC(=NC=C1)N(C(=O)[C@@H]1CC[C@H](CC1)CO)C[C@@H]1CC[C@H](CC1)C1=NC(=C(C=C1)OC)C trans-N-(4-(2-Cyclopropyloxazol-4-yl)pyridin-2-yl)-4-(hydroxymethyl)-N-((trans-4-(5-methoxy-6-methylpyridin-2-yl)cyclohexyl)methyl)cyclohexane-carboxamide